CC=1C(C=CN2CCC3=C(C12)C=CC=C3)=O 1-methyl-6,7-dihydrobenzo[a]quinolizin-2-one